CN(CCN(C1=C(C=C(C(=C1)OC)NC1=NC=NC(=C1)N1OCC[C@@H]1C1=CC(=CC(=C1)C=1C=NC=CC1)F)NC(C=C)=O)C)C (R)-N-(2-((2-(dimethylamino)ethyl)(methyl)amino)-5-((6-(3-(3-fluoro-5-(pyridin-3-yl)phenyl)isoxazolidin-2-yl)pyrimidin-4-yl)amino)-4-methoxyphenyl)acrylamide